ClC1=C(C=CC=C1Cl)[C@@H]1N(OCC1)C1=CC(=NC=N1)NC=1C(=CC(=C(C1)NC(C=C)=O)N1CCN(CC1)C(C)C)OC N-(5-((6-((R)-3-(2,3-dichlorophenyl)isoxazolidine-2-yl)pyrimidine-4-yl)amino)-2-(4-isopropylpiperazine-1-yl)-4-methoxyphenyl)acrylamide